FC(OC1=C(C(=O)N)C(=CC(=C1)C=1N(N=C2C=C(C=C(C12)C(F)F)C=1C=NN(C1)[C@H]1COCC1)C)OC)F 2-(difluoromethoxy)-4-[4-(difluoromethyl)-2-methyl-6-[1-[(3R)-oxolan-3-yl]pyrazol-4-yl]indazol-3-yl]-6-methoxybenzamide